(2R)-N-((R)-(3-chloro-4-fluorophenyl)(2-(trifluoromethyl)imidazo[1,2-a]pyridin-6-yl)methyl)-2-methyl-3-oxopiperazine-1-carboxamide ClC=1C=C(C=CC1F)[C@@H](NC(=O)N1[C@@H](C(NCC1)=O)C)C=1C=CC=2N(C1)C=C(N2)C(F)(F)F